(4-bromo-2,5-difluorophenyl)-6-chloro-7-(methylamino)pyrazolo[1,5-a]pyridine-3-sulfonamide BrC1=CC(=C(C=C1F)C1=NN2C(C=CC(=C2NC)Cl)=C1S(=O)(=O)N)F